5-(3-chloro-4-(1-(2,4-difluorophenyl)ethoxy)-5',6-dimethyl-2-oxo-2H-[1,4'-bipyridyl]-2'-yl)-3,3-dimethyl-1,3-dihydro-2H-pyrrole ClC=1C(N(C(=CC1OC(C)C1=C(C=C(C=C1)F)F)C)C1=CC(=NC=C1C)C1=CC(CN1)(C)C)=O